[2-(aminomethyl)-3,3-difluoro-allyl]-4-(5-bromo-3-methyl-2-pyridinyl)-1,2,4-triazol-3-one trifluoroacetate salt FC(C(=O)O)(F)F.NCC(CC=1N(C(NN1)=O)C1=NC=C(C=C1C)Br)=C(F)F